N-ethyl-N'-(5-fluoro-4-(3-((5-fluoro-2-(trifluoromethyl)benzyl)oxy)oxetan-3-yl)-2-methylphenyl)-N-methylformimidamide C(C)N(C=NC1=C(C=C(C(=C1)F)C1(COC1)OCC1=C(C=CC(=C1)F)C(F)(F)F)C)C